FC(N1C(=NC2=C(C=C(C=C2C1=O)F)[C@@H](C)NC1=C(C(=O)O)C=C(C=C1)F)N1CCOCC1)F (R)-2-((1-(3-(Difluoromethyl)-6-fluoro-2-morpholino-4-oxo-3,4-dihydroquinazolin-8-yl)ethyl)amino)-5-fluorobenzoic acid